C(#N)C=1C=C(C=CC1)CN1C2=C(OCC1=O)C=C(C=C2)NC(=O)NC2=CC=C1C=CNC1=C2 1-(4-(3-cyanophenylmethyl)-3-oxo-3,4-dihydro-2H-benzo[b][1,4]oxazin-7-yl)-3-(1H-indol-6-yl)urea